CN1N=C(C2=CC=C(C=C12)N[C@@H]1[C@@H](CC2(CNC2)CC1)C)C1C(NC(CC1)=O)=O 3-(1-methyl-6-(((6r,7s)-6-methyl-2-azaspiro[3.5]non-7-yl)amino)-1H-indazol-3-yl)piperidine-2,6-dione